BrC1=CC=2C3=C(C4=CC(=CN=C4C2N=C1)Br)NC(=N3)C3=CC=C(C=C3)OCCCC 5,10-dibromo-2-(4-butoxy-phenyl)-1H-1,3,7,8-tetraaza-cyclopent[l]phenanthrene